CP(=O)(C)C1CN(CC(C1)C)C1=CC(=NC=N1)C1=CN=C2N1N=C(C=C2)C(F)(F)F 3-[6-(3-dimethylphosphoryl-5-methyl-1-piperidinyl)pyrimidin-4-yl]-6-(trifluoromethyl)imidazo[1,2-b]pyridazine